COC=1C=CC=2N(N1)N=CC2C(=O)OC methyl 6-methoxypyrazolo[1,5-b]pyridazine-3-carboxylate